2-(2-((5-(benzyloxy)pentyl)oxy)ethoxy)ethan-1-ol C(C1=CC=CC=C1)OCCCCCOCCOCCO